5,5-dimethylpyrroline-N-oxide CC1(CCC=[N+]1[O-])C